C1NCC12CCC(CC2)NC2=CC=C1C(=NN(C1=C2)C)C2C(NC(CC2)=O)=O 3-[6-(2-azaspiro[3.5]nonan-7-ylamino)-1-methyl-indazol-3-yl]piperidine-2,6-dione